1-methyl-4-((6-methoxypyridin-2-yl)amino)-7-chloro-N-(4-methoxyphenylsulphonyl)-indole-2-carboxamide sodium salt [Na].CN1C(=CC2=C(C=CC(=C12)Cl)NC1=NC(=CC=C1)OC)C(=O)NS(=O)(=O)C1=CC=C(C=C1)OC